(1-(3-methoxypropyl)piperidine-4-yl)acetamide COCCCN1CCC(CC1)CC(=O)N